8-aminoimidazo[1,5-a]pyrazine NC=1C=2N(C=CN1)C=NC2